CC=1C=CC=C2C(NC(=NC12)C(C)SC1CCOCC1)=O 8-methyl-2-(1-((tetrahydro-2H-pyran-4-yl)thio)ethyl)quinazolin-4(3H)-one